FC=1C=CC(=C(C(=O)N2C3CC(C(C2CNC=2SC4=NC=CC=C4N2)C)C3)C1)N1N=CC=N1 cis-N-({2-[5-fluoro-2-(2H-1,2,3-triazol-2-yl)benzoyl]-4-methyl-2-azabicyclo[3.1.1]heptan-3-yl}methyl)-[1,3]thiazolo[5,4-b]pyridin-2-amine